{3-[(2S)-2-(4-chlorophenyl)-2-hydroxyethyl]-1,2,4-oxadiazol-5-yl-methyl}-5-(1H-1,2,3-triazol-4-yl)pyridazin-3-one ClC1=CC=C(C=C1)[C@H](CC1=NOC(=N1)CC=1C(NN=CC1C=1N=NNC1)=O)O